(E)-2-(6-(2-(3-cyano-4-(3-(5-(((2-hydroxyethyl)amino)methyl)picolinamido)-2-methylphenyl)pyridin-2-yl)vinyl)-3,4-dihydroisoquinolin-2(1H)-yl)acetic acid C(#N)C=1C(=NC=CC1C1=C(C(=CC=C1)NC(C1=NC=C(C=C1)CNCCO)=O)C)/C=C/C=1C=C2CCN(CC2=CC1)CC(=O)O